[NH4+].CC(C(=O)[O-])(CCCCCCC(=O)[O-])CC.[NH4+] 2-methyl-2-ethyl-azelaic acid ammonium salt